4-bromo-6-chloronaphthalen-2-ol BrC1=CC(=CC2=CC=C(C=C12)Cl)O